[2H]C1=C(C(=C(C(=C1B(O)O)[2H])[2H])C2CCC2)[2H] 4-CYCLOBUTYL(PHENYL-D4)-BORONIC ACID